2-(3-{[4-methane-sulfonyl-2-(trifluoro-methoxy)phenyl]amino}prop-1-yn-1-yl)-N-[(1R,4R)-4-{2-oxa-6-azaspiro[3.3]heptan-6-yl}cyclohexyl]-1-(2,2,2-trifluoroethyl)-1H-indol-4-amine CS(=O)(=O)C1=CC(=C(C=C1)NCC#CC=1N(C=2C=CC=C(C2C1)NC1CCC(CC1)N1CC2(COC2)C1)CC(F)(F)F)OC(F)(F)F